C1CC12CCN(CC2)C=2OC1=C(C=C(C=C1C(C2C)=O)C)C(C)NC=2C(=NC(=CC2)Cl)C=2C=CC(=C(C=O)C2)B2OC(C(O2)(C)C)(C)C 5-[3-[1-[2-(6-azaspiro[2.5]octan-6-yl)-3,6-dimethyl-4-oxo-chromen-8-yl]ethylamino]-6-chloro-2-pyridyl]-2-(4,4,5,5-tetramethyl-1,3,2-dioxaborolan-2-yl)benzaldehyde